C=C(C(=O)C(=O)O)C(=O)O epoxyitaconic acid